FC(C(=O)O)(F)F.C[C@]1(CN(CC1)C1=C(C=NC=C1C(N[C@H](C(F)(F)F)C)=O)C1=NC2=C(N1)C=CC=C2C)NC(OC(C)(C)C)=O tert-butyl ((S)-3-methyl-1-(3-(4-methyl-1H-benzo[d]imidazol-2-yl)-5-(((S)-1,1,1-trifluoropropan-2-yl)carbamoyl)pyridin-4-yl)pyrrolidin-3-yl)carbamate 2,2,2-trifluoroacetate